[As].[In].[Al] aluminum-indium-arsenic